ClC1=CC2=C(N=N1)N(C=C2)CC2CN(CCC2)C(=O)OC(C)(C)C Tert-butyl 3-({3-chloro-7H-pyrrolo[2,3-c]pyridazin-7-yl}methyl)piperidine-1-carboxylate